C(C1=CC=CC=C1)OC(=O)N1CCC(CC1)S(=O)C1=CC=C(C=C1)N1C(C[C@H](C1)NC(=O)OC(C)(C)C)=O 4-[4-[(4R)-4-(tert-Butoxycarbonylamino)-2-oxo-pyrrolidin-1-yl]phenyl]sulfinyl-piperidine-1-carboxylic acid benzyl ester